P(=O)(OCCC(Cl)Br)([O-])[O-] (bromochloropropyl) phosphate